3-((1S,4S)-2-oxa-5-azabicyclo[2.2.1]heptan-5-yl)propan-1-ol [C@@H]12OC[C@@H](N(C1)CCCO)C2